ClC1=CC=C(C=C1)C1=NC2=CC=C(C=C2C(=N1)N)C=1C(=NOC1C)C (4-chlorophenyl)-6-(3,5-dimethylisoxazol-4-yl)quinazolin-4-amine